CN1N=C2C=CC=C(C2=C1)C1=NN(C2=C(C=CC=C12)C)C=1C=CC(=NC1)N1CCN(CC1)C(=O)N 4-(5-{2',7-dimethyl-1H,2'H-[3,4'-biindazol]-1-yl}pyridin-2-yl)piperazine-1-carboxamide